FC=1C=CC(=C(C(=O)NCC2=C(C=CC=C2)C2(C=NNC2)C(=O)N)C1)OC 4-(((5-fluoro-2-methoxybenzoylamino)methyl)phenyl)-1H-pyrazole-4-carboxamide